6-(pyrrole-1-yl)-3,4-dihydroisoquinoline N1(C=CC=C1)C=1C=C2CCN=CC2=CC1